N(C1=CC=CC=C1)C1=C(C=CC(=C1)Cl)C(/C=C/C1=CC=C(C=C1)S(=O)(=O)NCC(C)(C)O)=O 4-[(E)-3-(2-Anilino-4-chlorophenyl)-3-oxoprop-1-enyl]-N-(2-hydroxy-2-methylpropyl)benzenesulfonamide